N[C@@H]1CC[C@H](CC1)C1=NNC(O1)=O 5-(Trans-4-aminocyclohexyl)-1,3,4-oxadiazol-2(3H)-one